5-(2-fluoro-6-hydroxy-3-(3-(trifluoromethyl)-1H-pyrazol-5-yl)phenyl)-1,2,5-thiadiazolidin-3-one 1,1-dioxide FC1=C(C(=CC=C1C1=CC(=NN1)C(F)(F)F)O)N1CC(NS1(=O)=O)=O